hexylmethylphosphine C(CCCCC)PC